methyl (S)-hexahydropyridazine-3-carboxylate TFA salt OC(=O)C(F)(F)F.N1N[C@@H](CCC1)C(=O)OC